tert-butyl 3-((6-(trifluoromethyl)pyridin-3-yl)oxy)-3',6'-dihydro-[2,4'-bipyridine]-1'(2'H)-carboxylate FC(C1=CC=C(C=N1)OC=1C(=NC=CC1)C=1CCN(CC1)C(=O)OC(C)(C)C)(F)F